[Na].[N+]=1(C(=CC=CC1)S)[O-] pyridine-2-thiol 1-oxide, sodium salt